FC(C=1C(=C(C=CC1)[C@@H](C)NC=1C2=C(N=CN1)N(C(C(=C2)C2(CCS(CC2)(=O)=NC)F)=O)C)F)F 4-(((R)-1-(3-(difluoromethyl)-2-fluorophenyl)ethyl)amino)-6-((1R,4r)-4-fluoro-1-(methylimino)-1-oxidohexahydro-1λ6-thiopyran-4-yl)-8-methylpyrido[2,3-d]pyrimidin-7(8H)-one